9-acetyl-7-methyl-2-(2-methyl-2H-indazol-5-yl)-4H-pyrido[1,2-a]pyrimidin-4-one C(C)(=O)C1=CC(=CN2C1=NC(=CC2=O)C2=CC1=CN(N=C1C=C2)C)C